N-(3-(1H-imidazol-2-yl)phenyl)-3-methyl-1-(3-(oxazol-2-yl)phenyl)-5-oxo-4,5-dihydro-1H-pyrazole-4-carboxamide N1C(=NC=C1)C=1C=C(C=CC1)NC(=O)C1C(=NN(C1=O)C1=CC(=CC=C1)C=1OC=CN1)C